N,N-dimethyl-3-(5'-(methylsulfonamido)spiro[cyclohexane-1,3-indoline]-1'-carbonyl)benzenesulfonamide CN(S(=O)(=O)C1=CC(=CC=C1)C(=O)N1CC2(C3=CC(=CC=C13)NS(=O)(=O)C)CCCCC2)C